C=1N=CN2C1C1=CC=CC=C1C2C2C(CCC2)O 2-(5H-imidazo[5,1-a]isoindol-5-yl)cyclopentan-1-ol